6α-hydroxy-3α-hydroxy-5β-cholane O[C@H]1C[C@H]2[C@@H]3CC[C@H]([C@@H](CCC)C)[C@]3(CC[C@@H]2[C@]2(CC[C@H](C[C@@H]12)O)C)C